FC1=C(C=C(C(=C1)CN1CCOCC1)F)NC1=NC=C(C(=N1)C1=CN=C(N1C1CCOCC1)C)F N-(2,5-difluoro-4-(morpholinomethyl)phenyl)-5-fluoro-4-(2-methyl-1-(tetrahydro-2H-pyran-4-yl)-1H-imidazol-5-yl)pyrimidin-2-amine